NC1=C(C(=O)OC)C=C(C(=C1[N+](=O)[O-])Br)F Methyl 2-amino-4-bromo-5-fluoro-3-nitrobenzoate